perylene-1-carboxaldehyde C1(=CC=C2C=CC=C3C4=CC=CC5=CC=CC(C1=C23)=C45)C=O